CC=1N(C2=CC=CC=C2C1C(=O)OC)[C@H](C)C12CC(C1)(C2)NC2COC2 methyl (R)-2-methyl-1-(1-(3-(oxetan-3-ylamino)bicyclo[1.1.1]pentan-1-yl)ethyl)-1H-indole-3-carboxylate